ClC1=C(C2=C(NC(O[C@]23CN(CC3)C(=O)C3(CCN(CC3)CC3=CC=C(C=C3)CN3C(C=CC=C3)=O)F)=O)C=C1)F (4S)-6-Chloro-5-fluoro-1'-(4-fluoro-1-(4-((2-oxopyridin-1(2H)-yl)methyl)benzyl)piperidine-4-carbonyl)spiro[benzo[d][1,3]oxazine-4,3'-pyrrolidin]-2(1H)-one